[C@@H]12OC[C@@H](N(C1)C1=C(C=C(C(=C1)OC)NC1=NC=NC(=C1)N1OCC[C@@H]1C1=CC(=CC=C1)Cl)NC(C=C)=O)C2 N-(2-((1S,4S)-2-oxa-5-azabicyclo[2.2.1]heptane-5-yl)-5-((6-((R)-3-(3-chlorophenyl)isoxazolidine-2-yl)pyrimidine-4-yl)amino)-4-methoxyphenyl)acrylamide